C(C)OC(CC(C=1SC=CC1)=O)=O 3-oxo-3-(thiophen-2-yl)propionic acid ethyl ester